bis(2,4-dinitrophenyl)-4,4'-bipyridyl dichloride [Cl-].[Cl-].[N+](=O)([O-])C1=C(C=CC(=C1)[N+](=O)[O-])C=1C(=NC=CC1C1=CC=NC=C1)C1=C(C=C(C=C1)[N+](=O)[O-])[N+](=O)[O-]